(S)-2-((S)-3,3-Difluorocyclopentyl)-2-(4-(2-methyl-2H-tetrazol-5-yl)phenyl)-N-(6-(trifluoromethyl)pyridin-3-yl)acetamide FC1(C[C@H](CC1)[C@H](C(=O)NC=1C=NC(=CC1)C(F)(F)F)C1=CC=C(C=C1)C=1N=NN(N1)C)F